4-(4-(cyclopropylaminomethyl)benzyloxy)-9H-carbazole C1(CC1)NCC1=CC=C(COC2=CC=CC=3NC4=CC=CC=C4C23)C=C1